2-(4-(Trifluoromethyl)benzoyl)-1,5-dihydro-4H-benzo[b]azepine-4-One FC(C1=CC=C(C(=O)C2=CC(CC3=C(N2)C=CC=C3)=O)C=C1)(F)F